F/C=C(\CN)/COC1=CC2=C(N=C(O2)C2CCC(CC2)C2=CC=CC=C2)C=C1 (E)-3-fluoro-2-(((2-(4-phenyl-cyclohexyl)benzo-[d]oxazol-6-yl)-oxy)methyl)prop-2-en-1-amine